C1(CCCC1)C1=CC=C2C(=N1)NC=C2C2=CC=1N(C=C2)N=CC1C(=O)N1CCCCC1 (5-(6-cyclopentyl-1H-pyrrolo[2,3-b]pyridin-3-yl)pyrazolo[1,5-a]pyridin-3-yl)(piperidin-1-yl)methanone